(2S)-cyano-pyrrolidine trifluoroacetate FC(C(=O)O)(F)F.C(#N)N1CCCC1